6-amino-2,4-dimethoxypyrimidine NC1=CC(=NC(=N1)OC)OC